6-methyl-4-(4,4-difluoro-5-hydroxy-pentoxy)benzene-1,2-dicarboxylic acid dimethyl ester COC(=O)C=1C(=CC(=CC1C)OCCCC(CO)(F)F)C(=O)OC